(E)-2-(5-chloro-2-ethoxy-4-fluoro-3-(2-nitrovinyl)phenyl)-2-methyl-1,3-dioxolane ClC=1C(=C(C(=C(C1)C1(OCCO1)C)OCC)\C=C\[N+](=O)[O-])F